3-hydroxy-6-(trifluoromethyl)pyridine-2-carboxylic acid OC=1C(=NC(=CC1)C(F)(F)F)C(=O)O